ClC1=NC(=NC(=N1)C1=CC2=C(OC3=C2C=CC=C3)C=C1)C1=CC=CC=C1 2-chloro-4-(dibenzo[b,d]furan-2-yl)-6-phenyl-1,3,5-triazine